2-(3,5-dichloro-4-((1-(2-hydroxyethyl)-6-oxo-1,6-dihydropyridin-3-yl)oxy)phenyl)-3,5-dioxo-2,3,4,5-tetrahydro-1,2,4-triazine-6-carbonitrile ClC=1C=C(C=C(C1OC1=CN(C(C=C1)=O)CCO)Cl)N1N=C(C(NC1=O)=O)C#N